(6S)-5-[3'-Fluoro-4'-methyl-2-(trifluoromethyl)[1,1'-biphenyl]-4-yl]-6-methyl-3,6-dihydro-2H-1,3,4-oxadiazin-2-on FC=1C=C(C=CC1C)C1=C(C=C(C=C1)C1=NNC(O[C@H]1C)=O)C(F)(F)F